6,7-dimethyl-2-[(2R,4S)-2-[6-[1,2,2,2-tetradeuterio-1-(trideuteriomethyl)ethoxy]-3-pyridyl]tetrahydropyran-4-yl]-4-[3-(trifluoromethyl)-1-bicyclo[1.1.1]pentanyl]pteridine CC=1N=C2C(=NC(=NC2=NC1C)[C@@H]1C[C@@H](OCC1)C=1C=NC(=CC1)OC(C([2H])([2H])[2H])(C([2H])([2H])[2H])[2H])C12CC(C1)(C2)C(F)(F)F